tert-butyl (S)-6-(2-(3-(3,5-dimethyl-1H-pyrazol-1-yl)phenyl)-4-methoxy-4-carbonylbutyl)-8,8-difluoro-2,6-diazaspiro[3.4]octane-2-carboxylate CC1=NN(C(=C1)C)C=1C=C(C=CC1)[C@@H](CN1CC2(CN(C2)C(=O)OC(C)(C)C)C(C1)(F)F)CC(=C=O)OC